CC1=C(OC2=CC=CC=C2C1=O)C(=O)O.COC(=O)C=1OC2=C(C(C1)=O)C=CC=C2 4-oxo-4H-benzopyran-2-carboxylic acid methyl ester (methyl 4-oxo-4H-chromene-2-carboxylate)